C(C(=C)C)(=O)OC(C)(C)C tertiary-butyl methacrylate